C(C1=CC=CC=C1)OC=1C=C2CCC(=C(C2=CC1)C1=CC(=C(C(=C1)F)N1CCC(CC1)C(OC)OC)F)Br 1-(4-(6-(benzyloxy)-2-bromo-3,4-dihydronaphthalen-1-yl)-2,6-difluorophenyl)-4-(dimethoxymethyl)piperidine